COC1=C(C=CC=C1)P(C1=C(C=CC=C1)OC)C1=C(C=CC=C1)OC tris(2-methoxyphenyl)phosphane